ClC=1C(=NC(=NC1)OC)C(C(=O)N1C[C@]2(CC1)NC1=NC(=C(C=C1CC2)C2=NC=CC=N2)C)C 2-(5-chloro-2-methoxypyrimidin-4-yl)-1-[(2S)-7-methyl-6-(pyrimidin-2-yl)-3,4-dihydro-1H-spiro[1,8-naphthyridine-2,3'-pyrrolidin]-1'-yl]propan-1-one